N1C=NC2=C1C1=C(OC2=O)C=CC=C1 [1]benzopyrano[3,4-d]imidazol-4(1H)-one